N1[14CH2]CCC1 pyrrolidine-2-14C